CC1=CC(NN=C1)=O 5-methylpyridazin-3(2H)-one